C(C)C1=C(C=CC=C1)C1=NC(=NC(=N1)C1=C(C=CC=C1)CC)C1=C(C=C(C=C1)OCCOC(C(=C)C)=O)O 2,4-bis(2-ethylphenyl)-6-[2-hydroxy-4-(2-methacryloyloxyethoxy)phenyl]-s-triazine